(S)-4-(((1-propyl-1H-imidazol-5-yl)methyl)sulfinyl)aniline C(CC)N1C=NC=C1C[S@](=O)C1=CC=C(N)C=C1